C(C)C1(CCC(O1)=O)CC 5,5-diethyl-tetrahydrofuran-2-one